4-((S)-1-((S)-1-((1-(2-chloro-3-fluorobenzyl)-1H-imidazol-4-yl)amino)-1-oxopropan-2-yl)-4,4-difluoropiperidin-3-yl)pyridine 1-oxide ClC1=C(CN2C=NC(=C2)NC([C@H](C)N2C[C@@H](C(CC2)(F)F)C2=CC=[N+](C=C2)[O-])=O)C=CC=C1F